[Br-].C(C1=CC=CC=C1)[P+]1(CCCCC1)C(C(=O)OCC)CC 1-benzyl-1-(1-ethoxy-1-oxobutan-2-yl)phosphinan-1-ium bromide